CN1N=CC=C1CS(=O)(=O)CCOC1=CC=C2CCC3(C2=C1)CCC(CC3)C(=O)O 6'-{2-[(1-methyl-1H-pyrazol-5-yl)methanesulfonyl]ethoxy}-2',3'-dihydrospiro[cyclohexane-1,1'-indene]-4-carboxylic acid